(R)-(6-(4-(2-(2-methoxy-2-methylpropyloxy)phenyl)piperidin-1-yl)-2-azaspiro[3.4]oct-2-yl)(oxetan-3-yl)methanone COC(COC1=C(C=CC=C1)C1CCN(CC1)[C@H]1CC2(CN(C2)C(=O)C2COC2)CC1)(C)C